diisopropyl 2,3-diisopropyl-butanedioate C(C)(C)C(C(=O)OC(C)C)C(C(=O)OC(C)C)C(C)C